2-chloro-1H-imidazole ClC=1NC=CN1